C1=CC=C(C=C1)NC2=NC(=NC(=N2)N(CCO)CCO)NC3=CC(=C(C=C3)/C=C/C4=C(C=C(C=C4)NC5=NC(=NC(=N5)NC6=CC=CC=C6)N(CCO)CCO)S(=O)(=O)[O-])S(=O)(=O)[O-] The molecule is an arenesulfonate arising from deprotonation of the sulfo groups of 4,4'-bis({4-anilino-6-[bis(2-hydroxyethyl)amino]-1,3,5-triazin-2-yl}amino)stilbene-2,2'-disulfonic acid. It is a conjugate base of a 4,4'-bis({4-anilino-6-[bis(2-hydroxyethyl)amino]-1,3,5-triazin-2-yl}amino)stilbene-2,2'-disulfonic acid. It derives from a hydride of a stilbene.